C(#N)C=1C=NC(=NC1)NC(C)=O N-(5-Cyanopyrimidin-2-yl)Acetamide